COC(=O)C=1N=C(SC1C(C)C)C1=CC(=CC=C1)C1=NOC(=C1)[C@]1(C(N(CC1)C)=O)O (R)-Methyl-2-(3-(5-(3-hydroxy-1-methyl-2-oxopyrrolidin-3-yl)isoxazol-3-yl)phenyl)-5-isopropylthiazole-4-carboxylate